1-methyl-1H-pyrazol-4-aminide 3,3,3-trifluoropropanoate FC(CC(=O)[O-])(F)F.CN1N=CC(=C1)[NH-]